ClC1=C2CCN([C@@H](C2=C(C=C1)OCC1=CC2=C(N(N=N2)C)C=C1)CN1C(CCC1)=O)C(=O)[C@H]1[C@H](CCCC1)C(=O)O (1S,2R)-2-((S)-5-Chloro-8-((1-methyl-1H-benzo[d][1,2,3]triazol-5-yl)methoxy)-1-((2-oxopyrrolidin-1-yl)methyl)-1,2,3,4-tetrahydro-isoquinoline-2-carbonyl)cyclohexane-1-carboxylic acid